Cl.ClC=1C2=CN(N=C2C=CC1C1=CNC2=NC(=CN=C21)N2C1CC(CC2CC1)N)CC endo-8-[7-(4-chloro-2-ethyl-2H-indazol-5-yl)-5H-pyrrolo[2,3-b]pyrazin-3-yl]-8-azabicyclo[3.2.1]octan-3-amine, hydrochloride salt